C1(C=CC(C=C1)C1=C(C=CC(=C1)[N+](=O)[O-])S(=O)(=O)N)C1=C(C=CC(=C1)[N+](=O)[O-])S(=O)(=O)N (cyclohexane-2,5-diene-1,4-diyl)bis(4-nitrobenzenesulfonamide)